C(#N)CCC(=O)OCC ethyl 3-cyanopropionate